C1(CCC1)CN[C@H]1CN(CCC1)C1=CC(N(C=C1)C(C)N1N=NC(=C1)C=1C=NC=C(C1)OC)=O 4-((R)-3-((cyclobutylmethyl)amino)piperidin-1-yl)-1-(1-(4-(5-methoxypyridin-3-yl)-1H-1,2,3-triazol-1-yl)ethyl)pyridin-2(1H)-one